ClC1=C(C=CC(=C1)F)[C@H]1CC[C@H](CC1)CCNC1COCC1 3-({2-[(cis)-4-(2-Chloro-4-fluorophenyl)cyclohexyl]ethyl}amino)oxolan